3-(5-(1-(3-(4-chlorophenyl)propyl)-1H-1,2,3-triazol-4-yl)-3-hydroxypicolinamido)-2,2-dimethylpropanoic acid ClC1=CC=C(C=C1)CCCN1N=NC(=C1)C=1C=C(C(=NC1)C(=O)NCC(C(=O)O)(C)C)O